FC(C=1C(=C(C=CC1)[C@@H](C)NC=1C=2C(N=C(N1)C)=C(C(N(C2)C2(CC2)CF)=O)N2CCN(CC2)CC(F)(F)F)F)F (R)-4-((1-(3-(difluoromethyl)-2-fluorophenyl)ethyl)amino)-6-(1-(fluoromethyl)cyclopropyl)-2-methyl-8-(4-(2,2,2-trifluoroethyl)piperazin-1-yl)pyrido[4,3-d]pyrimidine-7(6H)-one